ethyl (3-chloro-2-pyridyl)-3-hydroxy-4,5-dihydro-1h-pyrazole-5-carboxylate ClC=1C(=NC=CC1)N1N=C(CC1C(=O)OCC)O